3-(2,3-dihydrobenzo[b][1,4]dioxin-6-yl)-1-((6,8-dimethyl-2-oxo-1,2-dihydroquinolin-3-yl)methyl)-1-(2-hydroxyethyl)urea O1C2=C(OCC1)C=C(C=C2)NC(N(CCO)CC=2C(NC1=C(C=C(C=C1C2)C)C)=O)=O